C1CCCCCCCO1 octamethylene ether